2-iodo-N-(4-fluorophenyl)benzamide IC1=C(C(=O)NC2=CC=C(C=C2)F)C=CC=C1